C(C)OC(=O)C1=NN(C(=C1)C(F)(F)F)C1=CC=C2C=CN=C(C2=C1)N(C(=O)OC(C)(C)C)C(=O)OC(C)(C)C 1-(1-(bis(t-butoxycarbonyl)amino)isoquinolin-7-yl)-5-(trifluoromethyl)-1H-pyrazole-3-carboxylic acid ethyl ester